NCC(=O)N1C(C=2N(CC1)C(=C(N2)C2=CC(=C(C=C2)F)F)NC2=CC(=CC=C2)C(F)(F)F)(C)C 2-amino-1-(2-(3,4-difluorophenyl)-8,8-dimethyl-3-((3-(trifluoromethyl)phenyl)amino)-5,6-dihydroimidazo[1,2-a]pyrazin-7(8H)-yl)ethan-1-one